S(=O)(=O)(C1=CC=C(C)C=C1)OC[C@@H]1C[C@H]2[C@@H](N1C(=O)OC(C)(C)C)CCC2 tert-Butyl (2S,3aS,6aS)-2-((tosyloxy)methyl)hexahydrocyclopenta[b]pyrrole-1(2H)-carboxylate